ClC=1C(=C(C=NC1)NC=1C2=C(N=CN1)C=CC(=N2)N2[C@@H]1CN([C@H](C2)C1)C(=O)OC(C)(C)C)F tert-Butyl (1S,4S)-5-(4-((5-chloro-4-fluoropyridin-3-yl)amino)pyrido[3,2-d]pyrimidin-6-yl)-2,5-diazabicyclo[2.2.1]heptane-2-carboxylate